N-{4-[7-cyclopropyl-3-(pyridin-2-yl)-1-{[2-(trimethylsilyl)ethoxy]methyl}-1H-pyrrolo[3,2-b]pyridin-2-yl]pyridin-2-yl}acetamide C1(CC1)C1=C2C(=NC=C1)C(=C(N2COCC[Si](C)(C)C)C2=CC(=NC=C2)NC(C)=O)C2=NC=CC=C2